N1N=C(C=C1)C(=O)N (E)-1H-pyrazole-3-carboxamide